Cl.S(=O)(=O)(N)N sulfamide hydrochloride